5-Bromo-2-hydroxy-N-(2-hydroxy-5-(1-(trifluoromethyl)cyclopropyl)phenyl)benzenesulfonamide BrC=1C=CC(=C(C1)S(=O)(=O)NC1=C(C=CC(=C1)C1(CC1)C(F)(F)F)O)O